5-(adamantan-1-yl)-2-hydroxyphenol C12(CC3CC(CC(C1)C3)C2)C=2C=CC(=C(C2)O)O